4,7,10,13,16,19,22,25-octacosaoctaenoic acid C(CCC=CCC=CCC=CCC=CCC=CCC=CCC=CCC=CCC)(=O)O